4-methylpiperazine citrate C(CC(O)(C(=O)O)CC(=O)O)(=O)O.CN1CCNCC1